FC(C1=CC=CC=C1)(C1=C(C(=CC(=C1)[N+](=O)[O-])C(C1=CC=CC=C1)(F)F)CC(=N)C1=NC=CC=C1)F (2,6-bis(difluorobenzyl)-4-nitrophenyl)-1-(pyridin-2-yl)ethane-1-imine